C(#N)N1C2C(CC1CC2)NC(=O)C=2C=C1C=NN(C1=CC2)C2=NC=CC(=N2)C endo-N-(7-cyano-7-azabicyclo[2.2.1]heptan-2-yl)-1-(4-methyl-2-pyrimidinyl)-1H-indazole-5-carboxamide